ethyl N,N-diethylaminomethacrylate C(C)N(CC)C=C(C(=O)OCC)C